FC(C1=C(C=CC=C1)B1OC(C(O1)(C)C)(C)C)(F)F 2-[2-(trifluoromethyl)phenyl]-4,4,5,5-tetramethyl-1,3,2-dioxaborolane